tert-Butyl 3-(2,2,2-trifluoroethyl)-7,8-dihydro-1,6-naphthyridine-6(5H)-carboxylate FC(CC=1C=NC=2CCN(CC2C1)C(=O)OC(C)(C)C)(F)F